(5-Chloro-2-(2-((methyl-d3)amino)thiazol-4-yl)-pyridin-4-yl)(4-(4-chlorobenzyl)piperazin-1-yl)methanone ClC=1C(=CC(=NC1)C=1N=C(SC1)NC([2H])([2H])[2H])C(=O)N1CCN(CC1)CC1=CC=C(C=C1)Cl